4,6-dibromo-di-O-tert-butyldimethylsilyl-5-pentylresorcinol BrC1=C(C=C(O[Si](C)(C)C(C)(C)C)C(=C1CCCCC)Br)O[Si](C)(C)C(C)(C)C